isoquinoline-1-carboxamide C1(=NC=CC2=CC=CC=C12)C(=O)N